10,15,20-triphenylporphyrin C1(=CC=CC=C1)C=1C=2C=CC(=CC3=CC=C(N3)C(=C3C=CC(C(=C4C=CC1N4)C4=CC=CC=C4)=N3)C3=CC=CC=C3)N2